C1(CC[C@@H](CCCCC)O1)=O R-delta-nonanlactone